2-methyl-6-methoxyphenylamine CC1=C(C(=CC=C1)OC)N